(4-chlorophenyl)-4-(4-pyridylmethyl)-1-phthalazinamine succinate C(CCC(=O)O)(=O)O.ClC1=CC=C(C=C1)C1=C2C(=NN=C(C2=CC=C1)N)CC1=CC=NC=C1